COC=1C(=C2C=CN(C2=C(C1)C)C(=O)OC(C)(C)C)CN1[C@@H](CN(CC1)C=1SC=CN1)C1=CC=C(C=C1)C(=O)OC tert-butyl (R)-5-methoxy-4-((2-(4-(methoxycarbonyl)phenyl)-4-(thiazol-2-yl)piperazin-1-yl)methyl)-7-methyl-1H-indole-1-carboxylate